1-(2,4-dimethoxyphenyl)-N-[(2,4-dimethoxyphenyl)methyl]methylamine COC1=C(C=CC(=C1)OC)CNCC1=C(C=C(C=C1)OC)OC